FC=1C=C(C=C(C1OC)OC)[C@@]12CCN([C@]2(CC(CC1)=O)C)C (3aS,7aS)-3a-(3-fluoro-4,5-dimethoxy-phenyl)-1,7a-dimethyl-3,4,5,7-tetrahydro-2H-indol-6-one